C1(=CC=C(C=C1)NC1=C(C2=C(SC3=C2C=CC=C3)C=C1)C1=CC=C(C=C1)C1=CC=C(C=C1)Br)C1=CC=CC=C1 N-[1,1'-biphenyl]-4-yl-(4'-bromo[1,1'-biphenyl]-4-yl)-2-dibenzothiopheneamine